2-(1-phenyl-1H-pyrazol-4-yl)-N-(piperidin-3-yl)-1,3-thiazole-4-carboxamide C1(=CC=CC=C1)N1N=CC(=C1)C=1SC=C(N1)C(=O)NC1CNCCC1